C(CCCCCCCCC)C(C=O)CCCCCCCCCC 2-decyl-dodecanal